γ-glycidoxypropyl-methyl-diEthoxysilane C(C1CO1)OCCC[Si](OCC)(OCC)C